(R)-5-(3-hydroxy-2,6-dimethylphenyl)-3-(1-methyl-1H-pyrazol-4-yl)-1H-pyrrolo[2,3-b]pyridine-4-carbonitrile OC=1C(=C(C(=CC1)C)C1=C(C2=C(N=C1)NC=C2C=2C=NN(C2)C)C#N)C